BO boryl alcohol